C(C)C1=C(C(=C(C=C1)O)OCCCCCC)CC di-ethyl-hexoxyphenol